6-METHOXY-1,7-NAPHTHYRIDIN-4-YLBORONIC ACID COC=1C=C2C(=CC=NC2=CN1)B(O)O